N1-(4-{[6,7-bis(methyloxy)quinolin-4-yl]oxy}-3-fluorophenyl)-N2-{[3-(trifluoromethyl)phenyl]methyl}glycinamide COC=1C=C2C(=CC=NC2=CC1OC)OC1=C(C=C(C=C1)NC(CNCC1=CC(=CC=C1)C(F)(F)F)=O)F